oct-1,6-dien-4-ylcarbamate C=CCC(CC=CC)NC([O-])=O